FC(OC1=CC=C(C=C1)N1C(C(=CC2=C1N=C(N=C2)OCC)C2=CC=C(C=C2)P(C)C)=O)F 8-(4-(difluoromethoxy)phenyl)-6-(4-(dimethylphosphino)phenyl)-2-ethoxypyrido[2,3-d]pyrimidin-7(8H)-one